CC1=CN=CC(=N1)[C@H]1N(OCC1)C(=O)OC(C)(C)C Tert-butyl (S)-3-(6-methylpyrazin-2-yl)isoxazolidine-2-carboxylate